Methyl (2E)-3-{4-[2-(3-tert-butyl-4-methoxyphenyl)-1,3-dioxolan-2-yl]phenyl}prop-2-enoate C(C)(C)(C)C=1C=C(C=CC1OC)C1(OCCO1)C1=CC=C(C=C1)/C=C/C(=O)OC